1-ethyl 3-(2-methoxyethyl) 8-((4-((2-chloro-4-fluorobenzyl)oxy)phenyl)sulfonyl)-3,8-diazabicyclo[3.2.1]octane-1,3-dicarboxylate ClC1=C(COC2=CC=C(C=C2)S(=O)(=O)N2C3(CN(CC2CC3)C(=O)OCCOC)C(=O)OCC)C=CC(=C1)F